1,5-diethyl (2S)-2-([5-(2-chloroacetamido)-6-phenoxypyridin-2-yl]formamido)pentanedioate ClCC(=O)NC=1C=CC(=NC1OC1=CC=CC=C1)C(=O)N[C@H](C(=O)OCC)CCC(=O)OCC